2-bromospiro[4a,8a-dihydroindeno[1,2-b]furan-4,9'-fluorene] BrC1=CC2=C(O1)C1C=CC=CC1C21C2=CC=CC=C2C=2C=CC=CC12